5-bromo-1-ethyl-6-methoxyindoline-2,3-dione BrC=1C=C2C(C(N(C2=CC1OC)CC)=O)=O